C(#N)C1=CC(=C(OC=2C=C(C(=O)N3CCN(CC3)CC3=NC4=C(N3C[C@H]3OCC3)C=C(C=C4)C(=O)O)C=CC2)C=C1)F 2-({4-[3-(4-cyano-2-fluorophenoxy)benzoyl]piperazin-1-yl}methyl)-1-{[(2S)-oxetan-2-yl]methyl}-1H-1,3-benzodiazole-6-carboxylic acid